trans-5-(3,4-dihydroisoquinolin-2(1H)-yl)-1-(6-((3-fluorophenyl)amino)pyrimidin-4-yl)acridine C1N(CCC2=CC=CC=C12)C1=C2N=C3C=CC=C(C3=CC2=CC=C1)C1=NC=NC(=C1)NC1=CC(=CC=C1)F